C(C)(=O)OC1=C(C(=NN1C1=CC=CC=C1)C)C(C=1OC2=C(C1NS(=O)(=O)C1=CC=C(C=C1)C)C=CC=C2)C2=CC=C(C=C2)Cl (-)-4-((4-Chlorophenyl)(3-((4-methylphenyl)sulfonamido)benzofuran-2-yl)methyl)-3-methyl-1-phenyl-1H-pyrazol-5-yl acetate